urea Tris-HCl Cl.Cl.Cl.NC(=O)N